1-[3-[[7-(2-amino-7-fluoro-1,3-benzothiazol-4-yl)-6-chloro-8-fluoro-2-[[(2S)-1-methylpyrrolidin-2-yl]methoxy]quinazolin-4-yl]amino]azetidin-1-yl]but-2-yn-1-one NC=1SC2=C(N1)C(=CC=C2F)C2=C(C=C1C(=NC(=NC1=C2F)OC[C@H]2N(CCC2)C)NC2CN(C2)C(C#CC)=O)Cl